p-phenylene chloride C1(=CC=C(C=C1)Cl)Cl